5-carboxymethyluridine C(=O)(O)CC=1C(NC(N([C@H]2[C@H](O)[C@H](O)[C@@H](CO)O2)C1)=O)=O